CC(=O)OC[C@@H]1[C@@H]([C@@H]([C@H]([C@H](O1)Br)OC(=O)C)OC(=O)C)OC(=O)C 2,3,4,6-Tetra-O-Acetyl-α-D-Galactopyranosyl Bromide